C(C(C(C(\C(=C(/C\C=C/C\C=C/C\C=C/CCCCC)\[2H])\[2H])([2H])[2H])([2H])[2H])([2H])[2H])(=O)NCCO anandamide-d8